C(N)(=O)[C@@H]1C[C@@]2(CN1C(=O)OC(C)(C)C)C(NC=1N2N=C(C1)C1=CC=CC=C1)=O t-butyl (3R,5'S)-5'-carbamoyl-2-oxo-6-phenyl-1H-spiro[pyrazolo[1,5-a]imidazole-3,3'-pyrrolidine]-1'-carboxylate